3-(N-(4-chloro-2-(cuban-1-ylmethoxy)-5-cyanophenyl)sulfamoyl)-4-cyclopropylbenzoic acid ClC1=CC(=C(C=C1C#N)NS(=O)(=O)C=1C=C(C(=O)O)C=CC1C1CC1)OCC12C3C4C5C3C1C5C24